2-hydroxy-1-((3R,8R,10S,13S,14S,17S)-3-hydroxy-3,10,13-trimethylhexadecahydro-1H-cyclopenta[a]phenanthren-17-yl)ethan-1-one OCC(=O)[C@H]1CC[C@H]2[C@@H]3CCC4C[C@](CC[C@@]4(C3CC[C@]12C)C)(C)O